[K].P(=O)(O)(O)CCCC phosphonobutane potassium